2-((di-tert-butoxyphosphoryl)oxy)benzyl carbonochloridate C(OCC1=C(C=CC=C1)OP(=O)(OC(C)(C)C)OC(C)(C)C)(=O)Cl